(biphenylyl){[phenyl-(biphenylyl)triazinyl]phenyl}dibenzothiophene C1(=C(C=CC=C1)C1=C(C2=C(SC3=C2C=CC=C3)C=C1)C1=C(C=CC=C1)C1=NN=NC(=C1C1=C(C=CC=C1)C1=CC=CC=C1)C1=CC=CC=C1)C1=CC=CC=C1